(R)-6-fluoro-1-(2-fluoro-4-((4-methoxy-benzyl)oxy)phenyl)-4-oxo-7-(2-((pyrimidin-4-yloxy)methyl)pyrrolidin-1-yl)-1,4-dihydro-quinoline-3-carboxylic acid FC=1C=C2C(C(=CN(C2=CC1N1[C@H](CCC1)COC1=NC=NC=C1)C1=C(C=C(C=C1)OCC1=CC=C(C=C1)OC)F)C(=O)O)=O